C(C)(=O)C1=C(C=C(C=C1)Cl)C=1C(=NN(C(C1)=O)C(C(=O)N)CC1=CC=CC=C1)O 2-(4-(2-acetyl-5-chlorophenyl)-3-hydroxy-6-oxopyridazin-1(6H)-yl)-3-phenylpropanamide